C1C=CC2=C(C=CC=C12)N inden-4-ylamine